2-(3-Cyano-phenoxy)-N-(5,6-dimethoxy-benzothiazol-2-yl)-2-(4-ethanesulfonyl-phenyl)-acetamide C(#N)C=1C=C(OC(C(=O)NC=2SC3=C(N2)C=C(C(=C3)OC)OC)C3=CC=C(C=C3)S(=O)(=O)CC)C=CC1